5-[(1R)-1-(3,5-dichloro-4-pyridyl)ethoxy]-6-methoxy-3-[6-(2-methylsulfonyl-2,6-diazaspiro[3.3]heptan-6-yl)-3-pyridyl]-1H-indazole ClC=1C=NC=C(C1[C@@H](C)OC=1C=C2C(=NNC2=CC1OC)C=1C=NC(=CC1)N1CC2(CN(C2)S(=O)(=O)C)C1)Cl